7-bromo-3-(2-bromoethyl)-2-(bromomethyl)-1-neopentylindoline-5-carboxylic acid methyl ester COC(=O)C=1C=C2C(C(N(C2=C(C1)Br)CC(C)(C)C)CBr)CCBr